NC=1C(=NC(=CC1)C1=CC2=C(C=CC=C2C=C1)NCC(=C)C#N)C(=O)NC1CCN(CC1)C 3-amino-6-{8-[(2-cyano-2-methylideneethyl)amino]naphthalen-2-yl}-N-(1-methylpiperidin-4-yl)pyridine-2-carboxamide